N-methyl-4-(7-morpholinoquinazolin-5-yl)oxy-cyclohexanecarboxamide CNC(=O)C1CCC(CC1)OC1=C2C=NC=NC2=CC(=C1)N1CCOCC1